COC1=CC=C(C=C1)C(CC(=O)C1=CC=C(C=C1)C(C)(C)C)=O 1-(4-Methoxyphenyl)-3-(4-tertbutylphenyl)propan-1,3-dion